C(#N)C=1C=NN(C1)C1=C(C=C(C=C1)NC(CC1=C(C=CC=C1)O)=O)S(N)(=O)=O N-[4-(4-cyano-1H-pyrazol-1-yl)-3-sulfamoylphenyl]-2-(2-hydroxyphenyl)acetamide